FC(O[C@@H](CN1C=NC2=C1C=C(C=C2)C(=O)O)C)F 1-((R)-2-(difluoromethoxy)propyl)-1H-benzo[d]imidazole-6-carboxylic acid